3-chloro-4-[fluoro[4-[(trifluoromethyl)thio]phenyl]methyl]-5-(2H-1,2,3-triazol-2-yl)pyridineformaldehyde hydrazone ClC=1C(=NC=C(C1C(C1=CC=C(C=C1)SC(F)(F)F)F)N1N=CC=N1)C=NN